4-(6,7-dimethoxyquinazolin-4-yl)-6,6-difluoro-1,4-diazepane-1-sulfonamide hydrochloride Cl.COC=1C=C2C(=NC=NC2=CC1OC)N1CCN(CC(C1)(F)F)S(=O)(=O)N